NC=1C(=C(C=C2C=C(N=CC12)NC(OC1CC(C1)F)=O)C1=C(C2=C(OCCN2)N=C1)C)F 3-Fluorocyclobutyl (8-amino-7-fluoro-6-(8-methyl-2,3-dihydro-1H-pyrido[2,3-b][1,4]oxazin-7-yl)isoquinolin-3-yl)carbamate